N-[[(2R,5S)-2-[3-(4-chlorophenyl)phenyl]-3-oxo-1,4-thiazepan-5-yl]methyl]pyrimidine ClC1=CC=C(C=C1)C=1C=C(C=CC1)[C@H]1SCC[C@H](NC1=O)CN1CN=CC=C1